8-[6-[3-(azetidin-1-yl)propoxy]-2-fluoro-3-pyridyl]-1-isopropyl-3-methyl-imidazo[4,5-c]quinolin-2-one N1(CCC1)CCCOC1=CC=C(C(=N1)F)C1=CC=2C3=C(C=NC2C=C1)N(C(N3C(C)C)=O)C